NC(CCN(C(OC(C)(C)C)=O)C1=NN(C2=CC(=CC=C12)Br)C)=O tert-Butyl N-(3-amino-3-oxo-propyl)-N-(6-bromo-1-methyl-indazol-3-yl)carbamate